O1CC(C1)OC1=CC=C2CCC(NC2=C1)=O 7-(Oxetan-3-yloxy)-3,4-dihydro-quinolin-2(1H)-one